N1C(=NC2=C1C=CC=C2)CCNCCC=2OC1=C(C(=NC=C1)NCC1=NC=CC=C1F)N2 2-(2-{[2-(1H-1,3-benzodiazol-2-yl)ethyl]amino}ethyl)-N-[(3-fluoropyridin-2-yl)methyl]-[1,3]oxazolo[4,5-c]pyridin-4-amine